ClC1=C2C=NNC2=CC(=C1)/C=C/C(=O)NC1CCC2=CC=CC=C12 (2E)-3-(4-chloro-1H-indazol-6-yl)-N-(2,3-dihydro-1H-inden-1-yl)prop-2-enamide